(R)-N-(2-chloro-3-(trifluoromethyl)benzyl)-5-fluoro-8-methylene-5,6,7,8-tetrahydroquinoline-5-carboxamide ClC1=C(CNC(=O)[C@@]2(C=3C=CC=NC3C(CC2)=C)F)C=CC=C1C(F)(F)F